CC(=C)[C@@H]1CCC(=CC1)CO The molecule is a perillyl alcohol in which the chiral centre has R configuration. It has a role as a plant metabolite. It is an enantiomer of a (S)-(-)-perillyl alcohol.